FC(CN1N=CC(=C1)S(=O)(=O)N1N=C2C(=C1)CN(C2)C([C@@H](CO)C2=C(C(=CC=C2)F)F)=O)F (2R)-1-{2-[1-(2,2-difluoroethyl)pyrazol-4-ylsulfonyl]-4H,6H-pyrrolo[3,4-c]pyrazol-5-yl}-2-(2,3-difluorophenyl)-3-hydroxypropan-1-one